rac-6,6-dimethyl-7-(methyl(3-oxo-3-(4-(5-(trifluoromethyl)pyrimidin-2-yl)piperazin-1-yl)propyl)amino)-4-(trifluoromethyl)-2,5,6,7-tetrahydro-3H-cyclopenta[c]pyridazin-3-one CC1(CC=2C(=NNC(C2C(F)(F)F)=O)[C@@H]1N(CCC(N1CCN(CC1)C1=NC=C(C=N1)C(F)(F)F)=O)C)C |r|